C1(CC1)NC(C1=CC(=CC=C1)N1C2(OC3=C(C(NC1=O)C2)C=CC=C3)C)=O N-Cyclopropyl-3-(2-methyl-4-oxo-5,6-dihydro-2H-2,6-methanobenzo[g][1,3,5]oxadiazocine-3(4H)-yl)benzamide